C(C)(=O)OCCCCOC(C)=O 1,4-diacetoxybutane